[N-](S(=O)(=O)C(F)(F)F)S(=O)(=O)C(F)(F)F.C(C=C)N1CN(C=C1)CCCC 1-allyl-3-butylimidazole bistrifluoromethanesulfonimide salt